N1(CCCCCC1)C=1C(=NC2=CC(=CC(=C2N1)[C@@H](C)NC1=C(C(=O)O)C=CC=C1)C)C#N (R)-2-((1-(3-(azepan-1-yl)-2-cyano-7-methylquinoxalin-5-yl)ethyl)-amino)benzoic acid